(N,N'-dimethyleneisobutyramidin) hydrochloride Cl.C1N2C(C1(C)C)=NC2